N-(azetidin-3-yl)-4-[2-chloro-4-[[5-[1-(2,2-difluoroethyl)-3-(trifluoromethyl)pyrazol-4-yl]-1-methylimidazole-2-carbonyl]amino]benzoyl]piperazine-1-carboxamide N1CC(C1)NC(=O)N1CCN(CC1)C(C1=C(C=C(C=C1)NC(=O)C=1N(C(=CN1)C=1C(=NN(C1)CC(F)F)C(F)(F)F)C)Cl)=O